Cl.C(C)C1=CC=C(C=C1)C(C(CN1CCCCC1)C)=O 1-(4-ethylphenyl)-2-methyl-3-(piperidin-1-yl)-1-propanone hydrochloride